ClC=1C(=NC(=NC1)NC1=CC(=C(C=C1OC)N1CC2(C1)CCC(CC2)CC#N)CC)NC2=C(C(=C(C=C2)C)C)P(=O)(C)C 2-(2-(4-((5-chloro-4-((2-(dimethylphosphoryl)-3,4-dimethylphenyl)amino)pyrimidin-2-yl)amino)-2-ethyl-5-methoxyphenyl)-2-azaspiro[3.5]nonane-7-yl)acetonitrile